C(C)N(C1=C2N=CN(C2=NC=N1)CC1(CCOCC1)CO)C1CC(OCC1)(C)C 4-[[6-[Ethyl(tetrahydro-2,2-dimethyl-2H-pyran-4-yl)amino]-9H-purin-9-yl]methyl]tetrahydro-2H-pyran-4-methanol